8-bromo-5-(furan-2-yl)-2-methyl-[1,2,4]triazolo[1,5-c]pyrimidin BrC=1C=2N(C(=NC1)C=1OC=CC1)N=C(N2)C